ClC=1C(=CC2=C(CC(O2)C(=O)NCC2=NC(=NN2)C(C(F)(F)F)(C)C)C1)C1=CC=C(C=C1)CN1CCC(CC1)N1CCNCC1 5-chloro-6-[4-[(4-piperazin-1-yl-1-piperidyl)methyl]phenyl]-N-[[3-(2,2,2-trifluoro-1,1-dimethyl-ethyl)-1H-1,2,4-triazol-5-yl]methyl]-2,3-dihydrobenzofuran-2-carboxamide